3-[difluoro(propoxy)methyl]-6-[6-(2,2,2-trifluoroethoxy)-3-pyridinyl]-[1,2,4]triazolo[4,3-a]pyrazine FC(C1=NN=C2N1C=C(N=C2)C=2C=NC(=CC2)OCC(F)(F)F)(OCCC)F